BrC[C@@H](C(=O)OC(C)(C)C)NC(=O)OC(C)(C)C tert-butyl (R)-3-bromo-2-((tert-butoxycarbonyl)amino)propanoate